tert-butyl 3-[4-iodo-1-[4-(trifluoromethoxy)phenyl]pyrazolo[3,4-b]pyridin-3-yl]azetidine-1-carboxylate IC1=C2C(=NC=C1)N(N=C2C2CN(C2)C(=O)OC(C)(C)C)C2=CC=C(C=C2)OC(F)(F)F